3-bromo-6-(1-methylpiperidin-4-yl)pyrazolo[1,5-a]pyridine BrC=1C=NN2C1C=CC(=C2)C2CCN(CC2)C